cis-α-carotene CC1(C)CCCC(C)=C1\C=C/C(/C)=C/C=C/C(/C)=C/C=C/C=C(\C)/C=C/C=C(\C)/C=C/C1C(C)=CCCC1(C)C